C(C1CO1)OC(C=C)=O acrylic acid monoglycidyl ester